Gold-silicon carbonyl-nickel C(=O)=[Ni].[Si].[Au]